5-bromoimidazo[1,2-a]pyridin-6-ol BrC1=C(C=CC=2N1C=CN2)O